C(C)(C)(C)C1=NC(=NO1)C(=O)N[C@H]1C2=C(CN(CC1)C1COC1)C=C(C=C2)C2=NC(=NC=C2)NC=2C(=NN(C2)C)C (R)-5-(tert-butyl)-N-(8-(2-((1,3-dimethyl-1H-pyrazol-4-yl)amino)pyrimidin-4-yl)-2-(oxetan-3-yl)-2,3,4,5-tetrahydro-1H-benzo[c]azepin-5-yl)-1,2,4-oxadiazole-3-carboxamide